(S)-N-((S)-(3-chloro-4-fluorophenyl)(4-chlorophenyl)methyl)-5-oxopyrrolidine-3-carboxamide ClC=1C=C(C=CC1F)[C@@H](NC(=O)[C@@H]1CNC(C1)=O)C1=CC=C(C=C1)Cl